The molecule is a mimotope of the pyruvate dehydrogenase E2 component (PDC-E2) comprising a (2E)-3-[2-(trifluoromethyl)phenyl]prop-2-enoyl- group linked to the lipoated PDC-E2 core dodecapeptide (DKATIGFEVQEE) at N-6 of lysine. It has a role as a mimotope. It is a lipopeptide and a polypeptide. CC[C@H](C)[C@@H](C(=O)NCC(=O)N[C@@H](CC1=CC=CC=C1)C(=O)N[C@@H](CCC(=O)O)C(=O)N[C@@H](C(C)C)C(=O)N[C@@H](CCC(=O)N)C(=O)N[C@@H](CCC(=O)O)C(=O)N[C@@H](CCC(=O)O)C(=O)O)NC(=O)[C@H]([C@@H](C)O)NC(=O)[C@H](C)NC(=O)[C@H](CCCCNC(=O)/C=C/C2=CC=CC=C2C(F)(F)F)NC(=O)[C@H](CC(=O)O)NC(=O)C